isopropyl (2-(methyl (propyl) amino) ethyl) carbonate C(OC(C)C)(OCCN(CCC)C)=O